O=CC(C)[NH3+] 1-oxopropan-2-aminium